FC(C(C(C(=O)OCC)OC)=O)(F)F ethyl 4,4,4-trifluoro-2-methoxy-3-oxo-butanoate